N-spiro[3.4]octan-3-yl-5-(thiazol-2-ylamino)-1H-pyrrolo[2,3-c]pyridine-7-carboxamide C1CC(C12CCCC2)NC(=O)C=2N=C(C=C1C2NC=C1)NC=1SC=CN1